N1=CC(=CC=C1)[C@@H](CO)O (S)-1-(pyridin-3-yl)ethane-1,2-diol